C=1(C)C(C)=CC(C)=CC1 Pseudocumene